NC1=NC(=NC=C1C=1C=CC(=C2CC([C@H](C12)O)(F)F)[C@H]1C[C@@H]([C@@H](C=2C=C(C=C(C12)C#N)F)F)F)C (5R,6S,8R)-8-[(1S)-7-(4-amino-2-methylpyrimidin-5-yl)-2,2-difluoro-1-hydroxy-2,3-dihydro-1H-inden-4-yl]-3,5,6-trifluoro-5,6,7,8-tetrahydronaphthalene-1-carbonitrile